ClC1=NC(=NC=C1C(F)(F)F)N[C@@H]1CNCCC1 (3S)-3-((4-chloro-5-(trifluoromethyl)pyrimidin-2-yl)amino)piperidine